(RS)-5-[1-acetyloxy-2-(isopropylamino)ethyl]benzene-1,3-diol diacetate C(C)(=O)OC1=CC(=CC(=C1)[C@H](CNC(C)C)OC(C)=O)OC(C)=O |r|